(±)-cis-ethyl 2-(4-aminopyridin-2-yl)cyclopropanecarboxylate NC1=CC(=NC=C1)[C@@H]1[C@@H](C1)C(=O)OCC |r|